Methyl (2S)-3-{[5-bromo-1-(4-chlorophenyl)-2-[(5-chloropyridin-2-yl)methyl]-7-fluoro-3-oxo-2,3-dihydro-1H-isoindol-1-yl]oxy}-2-methylpropanoate BrC=1C=C2C(N(C(C2=C(C1)F)(C1=CC=C(C=C1)Cl)OC[C@@H](C(=O)OC)C)CC1=NC=C(C=C1)Cl)=O